7-cyclopropylpyrrolo[2,1-f][1,2,4]triazin-2-amine C1(CC1)C1=CC=C2C=NC(=NN21)N